5-(difluoromethoxy)-6-methylpyrazine-2-carboxylic acid FC(OC=1N=CC(=NC1C)C(=O)O)F